2-(4-(4-((4-(1-Ethyl-3-(pyridin-3-yl)-1H-pyrazol-4-yl)pyrimidin-2-yl)amino)phenyl)piperazin-1-yl)acetic acid C(C)N1N=C(C(=C1)C1=NC(=NC=C1)NC1=CC=C(C=C1)N1CCN(CC1)CC(=O)O)C=1C=NC=CC1